C1(CC1)CNC1=NC(=NC(=N1)NC1=CC(=CC(=C1)S(=O)(=O)C)F)C1=NC(=CC=C1)C(F)(F)F cyclopropylmethyl-N'-(3-fluoro-5-methanesulfonyl-phenyl)-6-(6-trifluoromethyl-pyridin-2-yl)-[1,3,5]triazine-2,4-diamine